CC1(OB(OC1(C)C)CCCC1=C(N(C=2C1=NC=CC2)C(=O)OC(C)(C)C)C(=O)OCC)C 1-tert-butyl 2-ethyl 3-(3-(4,4,5,5-tetramethyl-1,3,2-dioxaborolan-2-yl)propyl)-1H-pyrrolo[3,2-b]pyridine-1,2-dicarboxylate